ClC=1N=C(C2=C(N1)C(=C(N=C2)Cl)F)N2CCOC1(CC(C1)(O)C)C2 (2R,4R)-8-(2,7-dichloro-8-fluoropyrido[4,3-d]pyrimidin-4-yl)-2-methyl-5-oxa-8-azaspiro[3.5]nonan-2-ol